1,3-diethoxymethyl-urea C(C)OCNC(=O)NCOCC